C(C)(C)C1=CC=C(C=C1)N1C(N(C(C1)=O)CC1=CC(=C(OC(C(=O)O)(C)C)C(=C1)C)C)=O 2-(4-((3-(4-Isopropylphenyl)-2,5-dioxoimidazolin-1-yl)meth-yl)-2,6-dimethylphenoxy)-2-methylpropionic acid